1,3-Dimethyl-butyl-N'-phenyl-p-phenylen-diamin CC(CC(C)C)N(C1=CC=C(C=C1)N)C1=CC=CC=C1